OC(CCC(=O)O[Na])CCCCCCCC 4-hydroxydodecanoyloxysodium